Cl.FC=1C=C(C=C(C1)C=1C=NN(C1)C=1C=NC(=CC1)F)CN (3-Fluoro-5-(1-(6-fluoropyridin-3-yl)-1H-pyrazol-4-yl)phenyl)methanamine, hydrochloride salt